(R)-8-ethyl-1,5,7,8-tetrahydro-6H-[1,4]oxazepino[6,7-f]indazole-6-carboxylic acid benzyl ester C(C1=CC=CC=C1)OC(=O)N1C[C@H](OC2=C(C=C3C=NNC3=C2)C1)CC